C1(CC1)CN(C1=CC=CC(=N1)S(=O)(=O)NC(=O)C=1C(=NC=CC1)N1C(CC(C1)C)(C)C)C N-[[6-[cyclopropylmethyl(methyl)amino]-2-pyridyl]sulfonyl]-2-(2,2,4-trimethylpyrrolidin-1-yl)pyridine-3-carboxamide